6-methyl-2-(1-(oxetan-3-yl)-1H-pyrazol-4-yl)-4-(2-(p-tolyl)propan-2-yl)-1-tolyl-1,6-dihydro-7H-pyrrolo[2,3-c]pyridin-7-one CN1C(C2=C(C(=C1)C(C)(C)C1=CC=C(C=C1)C)C=C(N2C2=C(C=CC=C2)C)C=2C=NN(C2)C2COC2)=O